C1(=CC=CC=C1)C1=CN=C2C(=N1)C(=NC=C2)Cl 3-phenyl-5-chloropyrido[3,4-b]pyrazine